C1(CC1)C(=O)NC1=CC(=C(C(=O)N2C(CN(CC2)C(=O)OC(C)(C)C)C=2SC=CC2)C=C1)N1CCCC1 tert-butyl 4-[4-(cyclopropanecarbonylamino)-2-pyrrolidin-1-ylbenzoyl]-3-thiophen-2-ylpiperazine-1-carboxylate